C1C=CC2C1C(NC3=C2C=C(C=C3F)F)C4=CN=CC=C4 The molecule is an organic heterotricyclic compound that is 3a,4,5,9b-tetrahydro-3H-cyclopenta[c]quinoline which is substituted by a pyridin-3-yl at position 4 and by fluorines at positions 6 and 8. It is an organic heterotricyclic compound, a member of pyridines, an organofluorine compound and a secondary amino compound.